(+)-(2-(2-(Benzyloxy)naphthalen-1-yl)phenyl)diphenylphosphine oxide C(C1=CC=CC=C1)OC1=C(C2=CC=CC=C2C=C1)C1=C(C=CC=C1)P(C1=CC=CC=C1)(C1=CC=CC=C1)=O